4-[(1S)-1-[3-[4-[2-(2-amino-3-pyridyl)-5-phenyl-imidazo[4,5-b]pyridin-3-yl]phenyl]azetidin-1-yl]ethyl]benzoic acid NC1=NC=CC=C1C1=NC=2C(=NC(=CC2)C2=CC=CC=C2)N1C1=CC=C(C=C1)C1CN(C1)[C@@H](C)C1=CC=C(C(=O)O)C=C1